5-(R)-(2-methyl-4-phenoxyphenyl)-4-oxo-4,5-dihydro-3H-1-thia-3,5,8-triazaacenaphthylene-2-carboxamide CC1=C(C=CC(=C1)OC1=CC=CC=C1)N1C(NC2=C(SC=3N=CC=C1C32)C(=O)N)=O